CN(C1=CC=C(C=C1)CCO)C 2-[4-(dimethylamino)phenyl]ethanol